(E)-1-(4-(ethylthio)benzofuran-7-yl)-3-(4-hydroxy-3,5-dimethylphenyl)prop-2-en-1-one C(C)SC1=CC=C(C2=C1C=CO2)C(\C=C\C2=CC(=C(C(=C2)C)O)C)=O